5-(azetidin-3-ylamino)-N-((1R)-1-(3-(5-(((3-hydroxycyclopentyl)amino)methyl)thiophen-2-yl)phenyl)ethyl)-2-methylbenzamide N1CC(C1)NC=1C=CC(=C(C(=O)N[C@H](C)C2=CC(=CC=C2)C=2SC(=CC2)CNC2CC(CC2)O)C1)C